C1(CC1)N(C(CC1=CNC2=CC=C(C=C12)OC)=O)C N-cyclopropyl-2-(5-methoxy-1H-indol-3-yl)-N-methylacetamide